(±)-tert-butyl 4-(((trans)-4-(difluoromethoxy)-2-(4-(methoxycarbonyl)phenyl)piperidin-1-yl)methyl)-5-methoxy-7-methyl-1H-indole-1-carboxylate FC(O[C@H]1C[C@@H](N(CC1)CC1=C2C=CN(C2=C(C=C1OC)C)C(=O)OC(C)(C)C)C1=CC=C(C=C1)C(=O)OC)F |r|